FC(C(C(C(F)(F)F)(F)F)(F)F)(S(=O)(=O)[O-])F.C1(=CC=CC=C1)[S+](C1=CC=C(C=C1)SC1=CC=CC=C1)C1=CC=CC=C1 Diphenyl-[4-(phenylthio)phenyl]sulfonium perfluorobutanesulfonate